ClC1=CC(=CC=C1Cl)C(=O)OO 3,4-dichloroperbenzoic acid